CN(C)C(=C(C(=O)O)F)C (dimethylamino)-2-fluorobut-2-enoic acid